(4S)-4-[(1E)-3-(β-D-glucopyranosyloxy)-1-buten-1-yl]-4-hydroxy-3,5,5-trimethyl-2-cyclohexen-1-one [C@@H]1([C@H](O)[C@@H](O)[C@H](O)[C@H](O1)CO)OC(/C=C/[C@]1(C(=CC(CC1(C)C)=O)C)O)C